C(C)(C)(C)OC(C[C@@H](C(=O)O)C(C)C)=O (2R)-4-tert-butoxy-2-isopropyl-4-oxo-butyric acid